C(C1=CC=CC=C1)OC(=O)N1CCC(CC1)O[C@@H]1CC[C@@H](CC1)OC1=CC=C(C=C1)B1OC(C(O1)(C)C)(C)C.CC1=C(C=C(C=C1)N)S(=O)(=O)N methyl-5-aminobenzenesulfonamide Benzyl-4-(((cis)-4-(4-(4,4,5,5-tetramethyl-1,3,2-dioxaborolan-2-yl)phenoxy)cyclohexyl)oxy)piperidine-1-carboxylate